(S)-1-(5-fluoro-4-(6-(trifluoromethyl)imidazo[1,2-a]pyridin-3-yl)pyrimidin-2-yl)piperidine-3-carboxamide FC=1C(=NC(=NC1)N1C[C@H](CCC1)C(=O)N)C1=CN=C2N1C=C(C=C2)C(F)(F)F